1-(5-(methylsulfonyl)-1-phenyl-1H-1,2,3-triazol-4-yl)ethan-1-one CS(=O)(=O)C1=C(N=NN1C1=CC=CC=C1)C(C)=O